4-hydroxy-9-methyl-8-(2-morpholino-2-oxoethyl)-7-oxo-7H-[1,3]dioxolo[4,5-f]chromen-5-carbaldehyde OC1=C2C(=C3C(=C(C(OC3=C1C=O)=O)CC(=O)N1CCOCC1)C)OCO2